C12(CC3CC(CC(C1)C3)C2)C(C(=O)O)CCC2=CC(=CC=C2)OC 2-((3r,5r,7r)-adamantan-1-yl)-4-(3-methoxyphenyl)butanoic acid